C1(=CC=CC=C1)C1(C2=CC=CC=C2C=2C=CC=CC12)C=1C=C(C=CC1)C=1C=C(C=CC1)C1=CC=CC2=C1OC1=C2C=CC=C1 4-(3-[3-(9-phenyl-9H-fluoren-9-yl)phenyl]phenyl)dibenzofuran